N-[1-(3,5-difluoro-2-pyridinyl)-1H-pyrazol-3-yl]-2-(trifluoromethyl)benzamide FC=1C(=NC=C(C1)F)N1N=C(C=C1)NC(C1=C(C=CC=C1)C(F)(F)F)=O